N1=CC=C(C=C1)NC(=O)C1CCC(CC1)C(C)N N-(pyridin-4-yl)-4-(1-aminoethyl)cyclohexanecarboxamide